ClC1=CC=C(C(=N1)C(=O)O)N[C@H](C)C=1C=C(C=C2C(N(C(=NC12)N1CCC(CC1)(F)F)C)=O)C#N (R)-6-chloro-3-((1-(6-cyano-2-(4,4-difluoropiperidin-1-yl)-3-methyl-4-oxo-3,4-dihydroquinazolin-8-yl)ethyl)amino)picolinic acid